3-fluoro-5-(4-methylpyridin-3-yl)-N-(4-methylthiazol-2-yl)benzamide FC=1C=C(C(=O)NC=2SC=C(N2)C)C=C(C1)C=1C=NC=CC1C